ClC=1C=2N(C=CN1)C(=CN2)C=2C(=NN(C2)CC(F)F)C(=O)O 4-(8-chloroimidazo[1,2-a]pyrazin-3-yl)-1-(2,2-difluoroethyl)pyrazole-3-carboxylic acid